(2R)-2-(6-{5-chloro-2-[(oxan-4-yl)amino]pyrimidin-4-yl}-1-oxo-2,3-dihydro-1H-isoindol-2-yl)-N-[(1S)-1-[3-chloro-6-(methylamino)pyridin-2-yl]-2-hydroxyethyl]propanamide ClC=1C(=NC(=NC1)NC1CCOCC1)C1=CC=C2CN(C(C2=C1)=O)[C@@H](C(=O)N[C@H](CO)C1=NC(=CC=C1Cl)NC)C